FC(C(=O)O)(F)F.NC=1C(=NC(=CN1)C1=C(C=CC(=C1)[C@@](C(F)(F)F)(CO)O)C([2H])([2H])[2H])C(=O)NC12CCC(CC1)(C2)O (S)-3-Amino-N-(4-hydroxybicyclo[2.2.1]heptan-1-yl)-6-(2-(methyl-d3)-5-(1,1,1-trifluoro-2,3-dihydroxypropan-2-yl)phenyl)pyrazine-2-carboxamide, trifluoroacetate salt